CC(=O)C1=C(C=C(C=C1)F)F 2,4-Difluoroacetophenone